C(C)(C)C1=CC(=NN1)NC1=CN=C2C(=N1)N(N=C2C)CC=2C=NC=CC2 N-(5-isopropyl-1H-pyrazol-3-yl)-3-methyl-1-(pyridin-3-ylmethyl)-1H-pyrazolo[3,4-b]pyrazin-6-amine